benzyl 4-(benzyloxy)-3-(((benzyloxy) carbonyl) amino)-3-methyl-piperidine-1-carboxylate C(C1=CC=CC=C1)OC1C(CN(CC1)C(=O)OCC1=CC=CC=C1)(C)NC(=O)OCC1=CC=CC=C1